NC1=NC=C(C2=C1C(=C(N2C)C2=CC=C(C=C2)NC(C(=C)F)=O)C=2C=NC(=C(C2)Cl)C(=O)NCC(F)(F)F)C#CC2(CC2)NC [({[4-amino-3-(5-chloro-6-{[(2,2,2-trifluoroethyl)amino]carbonyl}pyridin-3-yl)-2-{4-[(2-fluoroacrylamido)]phenyl}-1-methylpyrrolo[3,2-c]pyridin-7-yl]ethynyl}cyclopropyl)amino]methane